4-((4-((5-chloropyrimidin-2-yl)amino)piperidin-1-yl)sulfonyl)-2-(4-((4-(2-(2,6-dioxopiperidin-3-yl)-1-oxoisoindolin-5-yl)piperazin-1-yl)methyl)piperidin-1-yl)benzonitrile ClC=1C=NC(=NC1)NC1CCN(CC1)S(=O)(=O)C1=CC(=C(C#N)C=C1)N1CCC(CC1)CN1CCN(CC1)C=1C=C2CN(C(C2=CC1)=O)C1C(NC(CC1)=O)=O